C(=O)(O)C(CC=1C=C(C(=O)O)C=CC1)CCC(=O)NOC(C(C)C)=O 3-(2-Carboxy-5-((isobutyryloxy)amino)-5-oxopentyl)benzoic acid